N[C@H](C(=O)N(C1C2CCC(C1C1=CC=CC=C1)C2)CC)CC2=CC=CC=C2 (S)-2-Amino-N-ethyl-3-phenyl-N-(3-phenyl-bicyclo[2.2.1]hept-2-yl)-propionamide